Tert-butyl N-(((9H-fluoren-9-yl)methoxy)carbonyl)-S-(R-3-(tert-butoxy)-2-((tert-butoxycarbonyl)amino)-3-oxopropyl)-L-cysteinate C1=CC=CC=2C3=CC=CC=C3C(C12)COC(=O)N[C@@H](CSC[C@@H](C(=O)OC(C)(C)C)NC(=O)OC(C)(C)C)C(=O)OC(C)(C)C